CN1N=CC(=C1)C=1N=C(C=2N(C1)N=CC2)N2C(CCCC2)CNC(OC(C)(C)C)=O tert-Butyl N-[[1-[6-(1-methylpyrazol-4-yl)pyrazolo[1,5-a]pyrazin-4-yl]-2-piperidyl]methyl]carbamate